[3-[4-(3-tert-butyl-5-methyl-pyrazol-1-yl)phenyl]azetidin-1-yl]-[6-[3-(1-hydroxycyclopropyl)-1H-1,2,4-triazol-5-yl]-2-azaspiro[3.3]heptan-2-yl]methanone C(C)(C)(C)C1=NN(C(=C1)C)C1=CC=C(C=C1)C1CN(C1)C(=O)N1CC2(C1)CC(C2)C2=NC(=NN2)C2(CC2)O